2-(2,2-dimethylmorpholino)-N-(2-(trifluoromethyl)benzyl)pyrido[2,3-d]pyrimidin CC1(OCCN(C1)C1N=CC2=C(N1CC1=C(C=CC=C1)C(F)(F)F)N=CC=C2)C